ClC=1C=CC2=C(N(CC(O2)C(=O)NC23CC(C2)(C3)NC(COC3=CC(=C(C=C3)Cl)F)=O)C(=O)C3(C(C3)(F)F)C)C1 6-chloro-N-{3-[2-(4-chloro-3-fluorophenoxy)acetamido]bicyclo[1.1.1]pentan-1-yl}-4-(2,2-difluoro-1-methylcyclopropane-1-carbonyl)-3,4-dihydro-2H-1,4-benzoxazine-2-carboxamide